glycerol monoundecanoate C(CCCCCCCCCC)(=O)OCC(O)CO